N-(4-{[6-(5-chloro-2-fluorophenyl)-3-[(2-hydroxyethyl)sulfanyl]pyridazin-4-yl]amino}pyridin-2-yl)-3-[(1S,4S)-5-methyl-2,5-diazabicyclo[2.2.1]heptan-2-yl]cyclobutane-1-carboxamide ClC=1C=CC(=C(C1)C1=CC(=C(N=N1)SCCO)NC1=CC(=NC=C1)NC(=O)C1CC(C1)N1[C@@H]2CN([C@H](C1)C2)C)F